O1C(=CC=C1)C1=C(C=C(C=C1)C1NCCC1)NS(=O)(=O)C1=CC=CC=C1 N-(2-(furan-2-yl)-5-(pyrrolidin-2-yl)phenyl)benzenesulfonamide